L-Tryptophan N[C@@H](CC1=CNC2=CC=CC=C12)C(=O)O